(2E)-N-(5-fluoro-2-methylpyridin-3-yl)-3-(3-methyl-1H-indazol-6-yl)prop-2-enamide FC=1C=C(C(=NC1)C)NC(\C=C\C1=CC=C2C(=NNC2=C1)C)=O